C(C)(C)(C)OC(COC=1C=C2C(=CC=NC2=CC1)C(=O)O)=O 6-(2-(tert-butoxy)-2-oxoethoxy)quinoline-4-carboxylic acid